N-(4-carboxybenzyl)-N,N-dimethyl-2,3-bis(oleoyl-oxy)propan-1-aminium C(=O)(O)C1=CC=C(C[N+](CC(COC(CCCCCCC\C=C/CCCCCCCC)=O)OC(CCCCCCC\C=C/CCCCCCCC)=O)(C)C)C=C1